6-bromo-8-cyclopropyl-2-[(2R)-pyrrolidin-2-yl]imidazo[1,2-a]pyrazine trifluoroacetate FC(C(=O)O)(F)F.BrC=1N=C(C=2N(C1)C=C(N2)[C@@H]2NCCC2)C2CC2